OC=1C=C(C=C(C1)O)CC(=O)OCC(CCCCCCCCCCCCCC)C 2-methylhexadecyl 3,5-dihydroxyphenylacetate